butenethiol CC/C=C/S